7-(3-(2-isopropylphenyl)-7,8-dihydro-1,6-naphthyridin-6(5H)-yl)-8-methyl-4H-pyrimido[1,2-b]pyridazin-4-one C(C)(C)C1=C(C=CC=C1)C=1C=NC=2CCN(CC2C1)C=1C(=CC=2N(N1)C(C=CN2)=O)C